ClC=1C=C2C(=CN1)N(N=C2CC(CC=C)O)C (5-chloro-1-methyl-1H-pyrazolo[3,4-c]pyridin-3-yl)pent-4-en-2-ol